C1(CC1)C=1N=CC2=C(N1)NC=C2C2=NC=1N(C=C2)N=CC1 2-cyclopropyl-5-(pyrazolo[1,5-a]pyrimidin-5-yl)-7H-pyrrolo[2,3-d]pyrimidine